(3-phenyl-oxacyclopropyl)-acetic acid cyano-(6-methoxy-naphthalen-2-yl)-methyl ester C(#N)C(C1=CC2=CC=C(C=C2C=C1)OC)OC(CC1OC1C1=CC=CC=C1)=O